FC(C1=NC(=NO1)C1=CC=C(C=C1)CN1N=C(N=C1)C(F)(F)F)(F)F 5-(trifluoromethyl)-3-[4-[[3-(trifluoromethyl)-1,2,4-triazol-1-yl]methyl]phenyl]-1,2,4-oxadiazole